O=C(C#N)CC1=CNC2=CC=CC=C12 oxo-1H-indole-3-propionitrile